6,6-difluoro-2-azaspiro[4.4]nonan-1-one FC1(C2(CCNC2=O)CCC1)F